P(=O)(OC(C1=C(C(=C(C(=C1Br)Br)O)Br)Br)(C1=CC=CC=C1)C1=CC=CC=C1)([O-])[O-] diphenyl-4-hydroxy-2,3,5,6-tetrabromobenzyl phosphate